5-Bromo-N-2-thietanyl-2-[4-(trifluoromethoxy)phenyl]-1,2,4-triazol-3-amine BrC=1N=C(N(N1)C1=CC=C(C=C1)OC(F)(F)F)NC1SCC1